FC(C=1C=C(C=C)C=C(C1)C(F)(F)F)(F)F 3,5-Bis(Trifluoromethyl)Styrene